[1,3-bis(2,6-diisopropylphenyl)-2-imidazolidinylidene]dichloro(o-isopropoxyphenylmethylene)Ruthenium(II) C(C)(C)C1=C(C(=CC=C1)C(C)C)N1C(N(CC1)C1=C(C=CC=C1C(C)C)C(C)C)=[Ru-4](=CC1=C(C=CC=C1)OC(C)C)(Cl)Cl